C(C)(C)(C)OC(N[C@H]1CO[C@@H](CC1)C1(OC=2C(=C(C=3C4(CNC(C3C2C)=O)CC4)F)O1)C)=O ((3R,6S)-6-(9'-fluoro-2',4'-dimethyl-5'-oxo-6',7'-dihydro-5'H-spiro[cyclopropane-1,8'-[1,3]dioxolo[4,5-g]isoquinoline]-2'-yl)tetrahydro-2H-pyran-3-yl)carbamic acid tert-butyl ester